C(C1=CC=CC=C1)N1CCN(C=2C(=C(C(=CC12)Cl)F)C(=O)O)C 1-Benzyl-7-chloro-6-fluoro-4-methyl-1,2,3,4-tetrahydro-5-quinoxalinecarboxylic acid